methyl (2R)-2-[[(9H-fluoren-9-ylmethoxy)carbonyl]amino]-3-iodopropanate C1=CC=CC=2C3=CC=CC=C3C(C12)COC(=O)N[C@H](C(=O)OC)CI